6-cyclopropyl-1-(1-methylpiperidin-4-yl)-1H-pyrazolo[3,4-b]pyrazin-3-amine C1(CC1)C1=CN=C2C(=N1)N(N=C2N)C2CCN(CC2)C